C(CCC)C(C(=O)O)CCC(C(=O)O)CCCC 2,5-dibutyl-adipic acid